2,5-diacetoxytoluene C(C)(=O)OC1=C(C)C=C(C=C1)OC(C)=O